6-(4-Chlorophenyl)-5-methyl-3-(4-(trifluoromethyl)benzyl)thieno[2,3-d]pyrimidine-2,4(1H,3H)-dione ClC1=CC=C(C=C1)C1=C(C2=C(NC(N(C2=O)CC2=CC=C(C=C2)C(F)(F)F)=O)S1)C